CN1N=C(C(=C1)NC(=O)C1=CC=CC(=N1)C1=CC(=NC=C1)C(=O)N)C1=NC=CC=C1 N6-(1-methyl-3-(pyridin-2-yl)-1H-pyrazol-4-yl)-[2,4'-bipyridine]-2',6-dicarboxamide